C1(=CC=C(C=C1)C1OCC(N1)(CO)CO)C1OCC(N1)(CO)CO (±)-(1,4-phenylenebis(oxazolidine-2,4,4-triyl))tetramethanol